(l)-4-[bis(2-chloroethyl)amino]phenylbutyric acid ClCCN(C1=CC=C(C=C1)C(C(=O)O)CC)CCCl